ClC=1C=NN(C1C1=NN2C(N(C(CC2)=O)CC2=CC(=C(C=C2)C2=NC=CC=C2OCC)Cl)=C1)C(C)C 2-(4-chloro-1-isopropyl-1H-pyrazol-5-yl)-4-(3-chloro-4-(3-ethoxypyridin-2-yl)benzyl)-6,7-dihydropyrazolo[1,5-a]pyrimidin-5(4H)-one